C(C)(C)(C)OC(=O)N[C@@H]([C@H](N)C1=CC=CC=C1)C1=CC=CC=C1 (1R,2R)-N-tert-butyloxycarbonyl-1,2-diphenylethylenediamine